ClC1=C(C=CC(=C1)OCCN1CCN(CC1)C)C=1N(C2=NC=NC(=C2N1)OC1(CC1)C)CC=1N=C(SC1)C 4-((8-(2-Chloro-4-(2-(4-methylpiperazin-1-yl)ethoxy)phenyl)-6-(1-methylcyclopropoxy)-9H-purin-9-yl)methyl)-2-methylthiazole